COC=1C=C(CN(C=2C=C(C=CC2)CO)CC2=CC(=CC=C2)OC)C=CC1 (3-(bis(3-methoxybenzyl)amino)phenyl)methanol